[4-(methylsulfamoyl)phenyl]boronic acid CNS(=O)(=O)C1=CC=C(C=C1)B(O)O